C(C1=CC=CC=C1)OC(=O)N1[C@H](CN(CC1)C=1C2=C(N=C(N1)SC)CC1(OC2)CC2=CC=CC=C2C1)CC#N.NCCN(CCNC(C=C)=O)CCN N-(2-(bis(2-aminoethyl)amino)ethyl)acrylamide Benzyl-(s)-2-(cyanomethyl)-4-(2'-(methylthio)-1,3,5',8'-tetrahydrospiro[indene-2,7'-pyrano[4,3-d]pyrimidin]-4'-yl)piperazine-1-carboxylate